(9S)-9-ethyl-3,5-difluoro-9-hydroxy-2,3-dihydro-1H-pyrano[3',4':6,7]indolizino[2,1-b]pyrido[3,2,1-ij]quinoline-7,10,13(9H,12H,15H)-trione C(C)[C@]1(C(OCC=2C(N3CC=4N5C6=C(C=C(C=C6C(C4C3=CC21)=O)F)C(CC5)F)=O)=O)O